FC1=C(C=C(C=C1CC1N(CC2(CC2)C1NS(=O)(=O)C(C)(F)F)C(=O)[C@@H]1OCC1)F)C1=CC=CC=C1 N-(6-((2,5-difluoro-[1,1'-biphenyl]-3-yl)methyl)-5-((R)-oxetane-2-carbonyl)-5-azaspiro[2.4]heptan-7-yl)-1,1-difluoroethane-1-sulfonamide